CS(=O)(=O)C1=CC2=C(NC(=N2)NC(C(F)(F)F)C=2OC3=C(C2C)C=C(C=C3)F)C=C1 5-(methylsulfonyl)-N-(2,2,2-trifluoro-1-(5-fluoro-3-methylbenzofuran-2-yl)ethyl)-1H-benzo[d]imidazol-2-amine